Isoquinolin-2-yl (S)-2-amino-3-methylbutyrate bis(4-methylbenzenesulfonate) CC1=CC=C(C=C1)S(=O)(=O)O.CC1=CC=C(C=C1)S(=O)(=O)O.N[C@H](C(=O)ON1CC2=CC=CC=C2C=C1)C(C)C